4-[3,5-dimethoxy-4-(piperazine-1-carbonyl)phenyl]-6-methyl-1H-pyrazolo[3,4-c]pyridin-7-one COC=1C=C(C=C(C1C(=O)N1CCNCC1)OC)C=1C2=C(C(N(C1)C)=O)NN=C2